O=C(/C=C/C1=CC=C(C(=O)O)C=C1)C1=CC=C(C=C1)[N+]=1NOC(C1)=O 4-[(E)-3-Oxo-3-[4-(5-oxo-2H-oxadiazol-3-ium-3-yl)phenyl]prop-1-enyl]benzoic acid